ClC1=CC=C2C(=CNC2=C1N1N=CC(=C1)C1CC1)S(=O)(=O)NC=1C=NN(C1Cl)C(F)F 6-chloro-N-(5-chloro-1-(difluoromethyl)-1H-pyrazol-4-yl)-7-(4-cyclopropyl-1H-pyrazol-1-yl)-1H-indole-3-sulfonamide